C(C)(C)(C)C1N(CCC[C@H]1NC=1OC=2C(=NC(=CC2)Cl)N1)C(=O)O.[C@@H]1([C@H](O)[C@@H](O)[C@H](O)[C@H](O1)CO)CC=1C(=NC(NC1)=O)N 5-(β-D-glucosylmethyl)cytosine tert-Butyl-(3R)-3-[(5-chlorooxazolo[4,5-b]pyridin-2-yl)amino]piperidine-1-carboxylate